BrC1=CC=2C3=C(C=NC2C=C1)N(C(N3C3=CC=C(C=C3)F)=O)C 8-bromo-1-(4-fluorophenyl)-3-methyl-1,3-dihydro-2H-imidazo[4,5-c]quinolin-2-one